FC(CCCC)(F)[C@]1(CC[C@H]2[C@H](O1)CC([C@@H]2CCCCCCC(=O)O)=O)O 7-[(2R,4aR,5R,7aR)-2-(1,1-difluoropentyl)-octahydro-2-hydroxy-6-oxo-cyclopenta[b]pyran-5-yl]heptanoic acid